[NH4+].C(#N)C1=CC(=C(C=C1)CON1N=C(C=C1)C1CCN(CC1)CC1=NC2=C(N1CC1=CN=CO1)C=C(C=C2)C(=O)[O-])F 2-[(4-{1-[(4-cyano-2-fluorophenyl)methoxy]-1H-pyrazol-3-yl}piperidin-1-yl)methyl]-1-[(1,3-oxazol-5-yl)methyl]-1H-benzimidazole-6-carboxylic acid, ammonium salt